1-propylindolium C(CC)[NH+]1C=CC2=CC=CC=C12